(3H-Benzo[e]indol-2-yl)-(4-methoxy-phenyl)-meth-anone C1=C(NC=2C=CC3=C(C12)C=CC=C3)C(=O)C3=CC=C(C=C3)OC